FC1=C(C#N)C=CC(=C1)C1=CC(=NN1C1=CC2=CN(N=C2C=C1)C)NC[C@@H]1CNCC1 (S)-2-fluoro-4-(1-(2-methyl-2H-indazol-5-yl)-3-((pyrrolidin-3-ylmethyl)amino)-1H-pyrazol-5-yl)benzonitrile